O=C[C@H](O)[C@@H](O)[C@H](O)[C@@H](O)CO L-idose